COC1=NC(=CC(=N1)C1=C(C=CC(=C1)NC1=NC=2N(C3=CC=CC=C13)N=C(C2)C)S(=O)(=O)N)OC (2,6-dimethoxypyrimidin-4-yl)-4-((2-methylpyrazolo[1,5-a]quinazolin-5-yl)amino)benzenesulfonamide